3-(4-aminopiperidin-1-yl)propyl 6-(5-(6-methylpyridin-2-yl)-1H-imidazol-4-yl)quinoline-3-carboxylate CC1=CC=CC(=N1)C1=C(N=CN1)C=1C=C2C=C(C=NC2=CC1)C(=O)OCCCN1CCC(CC1)N